ClC=1C=C2C=CN(C2=C(C1)C1=C2C(=NC=C1)C=C(S2)CN2C(N(C=C(C2=O)Cl)CC2CC2)=O)CC2(CCNCC2)C#N 4-((5-Chloro-7-(2-((5-Chloro-3-(cyclopropylmethyl)-2,6-dioxo-3,6-dihydropyrimidine-1(2H)-yl)methyl)thieno[3,2-b]pyridin-7-yl)-1H-indol-1-yl)methyl)piperidine-4-carbonitrile